[Pd+2].[O-2].[Ag+] silver oxide, palladium salt